(2-bromo-3-fluorophenyl)propan-2-amine BrC1=C(C=CC=C1F)CC(C)N